N-((8-methoxy-2-(6-methoxypyridin-3-yl)-2,3-dihydrobenzo[b][1,4]dioxin-6-yl)methyl)-2-nitrohydrazonoacetamide COC1=CC(=CC2=C1OC(CO2)C=2C=NC(=CC2)OC)CNC(C=NN[N+](=O)[O-])=O